CO[C@@H]1C[C@H](N2C(CC(CC12)B1OC(C(O1)(C)C)(C)C)=O)C(=O)OC methyl (1R,3S)-1-methoxy-5-oxo-7-(4,4,5,5-tetramethyl-1,3,2-dioxaborolan-2-yl)octahydroindolizine-3-carboxylate